(+/-)-[2-(3,5-difluoro-4-{[3-(propan-2-yl)-1H-pyrrolo[2,3-b]pyridin-4-yl]oxy}anilino)-5-fluoro-5,6-dihydro-4H-1,3-oxazin-5-yl]methanol FC=1C=C(NC=2OC[C@](CN2)(F)CO)C=C(C1OC1=C2C(=NC=C1)NC=C2C(C)C)F |r|